BrC1=C2C(=CC=C1)N(C(C21CCN(CC1)C(=O)C=1C=C2C=NNC2=CC1)=O)CC(=O)NCC(F)(F)F 2-[4-bromo-1'-(1H-indazole-5-carbonyl)-2-oxospiro[indole-3,4'-piperidin]-1-yl]-N-(2,2,2-trifluoroethyl)acetamide